OC(C)C=1C=2C3=C(N(C(C2C=C(C1)C)=O)C)N(N=C3)C 9-(1-hydroxyethyl)-3,4,7-trimethyl-3,4-dihydro-5H-pyrazolo[3,4-c]isoquinolin-5-one